ClC1=C(C=C(C=C1)C#N)B(O)O 2-CHLORO-5-CYANOPHENYLBORONIC ACID